BrC1=C(C=C(C(=N1)NC1CC(C1)(F)F)N)Cl 6-bromo-5-chloro-N2-(3,3-difluorocyclobutyl)pyridine-2,3-diamine